O[C@@H]1C[C@@H](CC[C@H]1C)NC1=CC(=NC=C1C(=O)N)NC(C)C 4-(((1R,3R,4R)-3-hydroxy-4-methylcyclohexyl)amino)-6-(isopropylamino)nicotinamide